S(=S)(=O)(O)O.C(=N)N Formamidine thiosulfate